7-(4-fluoro-1H-pyrazol-1-yl)-2-((3-fluoropyridin-2-yl)methyl)-8-(3-methylimidazo[1,2-a]pyridin-6-yl)-[1,2,4]triazolo[1,5-c]pyrimidin-5-amine FC=1C=NN(C1)C1=C(C=2N(C(=N1)N)N=C(N2)CC2=NC=CC=C2F)C=2C=CC=1N(C2)C(=CN1)C